C12CN(CC2C1)C1=NC(=CC(=N1)C(=O)OC)C methyl 2-(3-azabicyclo[3.1.0]hexan-3-yl)-6-methylpyrimidine-4-carboxylate